2-methylene-1,3-oxazolidine-4,5-dione C=C1OC(C(N1)=O)=O